FC1=CC(=C(C=C1)C(C(C)(C)C)N1C[C@@H](N(C[C@H]1C)C1=CC(N(C=2C=CC(=NC12)C#N)C)=O)C)OC 8-[(2S,5R)-4-[1-(4-fluoro-2-methoxyphenyl)-2,2-dimethylpropyl]-2,5-dimethylpiperazin-1-yl]-5-methyl-6-oxo-5,6-dihydro-1,5-naphthyridine-2-carbonitrile